C1=CC=C(C=2SC3=C(C21)C=CC=C3)C=3C=C(C=CC3)C3=NC=NC(=C3)C3=CC(=CC=C3)C3=CC=CC2=C3SC3=C2C=CC=C3 4,6-bis[3-(4-dibenzothienyl)phenyl]pyrimidin